2-(4-Chlorophenyl)-5-methyl-4,5,6,7-tetrahydrooxazolo[4,5-c]pyridine ClC1=CC=C(C=C1)C=1OC2=C(CN(CC2)C)N1